(S)-8-(2-amino-6-((R)-1-(5-chloro-3'-(methylsulfonamido)-[1,1'-biphenyl]-2-yl)-2,2,2-trifluoroethoxy)pyrimidin-4-yl)-2,8-diazaspiro[4.5]decane-3-carboxylic acid NC1=NC(=CC(=N1)N1CCC2(C[C@H](NC2)C(=O)O)CC1)O[C@@H](C(F)(F)F)C1=C(C=C(C=C1)Cl)C1=CC(=CC=C1)NS(=O)(=O)C